C1(=CC=CC=C1)C1=C(C=C(C=C1)C1=CC=CC=C1)C1=CC(=C2C(=CC=C3C4=C(C=C(C5=C(C=CC(C1=C23)=C45)Br)Br)C4=CC=CC=C4)Br)Br 1-([1,1':4',1''-terphenyl]-2'-yl)-3,4,9,10-tetrabromo-7-phenylperylene